CC=1C=C(C=C(C1)C)C1=C2C=C(C(C2=C(C=2CCCC12)C1=CC(=CC(=C1)C)C)[Si](C)(C)C1C(=CC2=C(C(=C(C=C12)C(C)(C)C)OC)C1=CC(=CC(=C1)C(C)(C)C)C(C)(C)C)C)C [4,8-Bis(3,5-dimethylphenyl)-2-methyl-1,5,6,7-tetrahydro-s-indacen-1-yl][6-tertbutyl-4-(3,5-di-tert-butylphenyl)-5-methoxy-2-methyl-1H-inden-1-yl]dimethylsilane